O=C1NC(CCC1N1C(C2=CC=CC(=C2C1)N(C)C(C(=O)O)CCCC)=O)=O ((2-(2,6-dioxopiperidin-3-yl)-1-oxoisoindolin-4-yl)(methyl)amino)hexanoic acid